C(C)(=O)C1=NN(C2=C(C=C(C=C12)C=1C=NC(=NC1)C)C(=O)O)CC(=O)N1[C@@H](C[C@H](C1)F)C(NC1=NC(=CC=C1)Br)=O 3-acetyl-1-(2-((2S,4R)-2-((6-bromopyridin-2-yl)carbamoyl)-4-fluoropyrrolidin-1-yl)-2-oxoethyl)-5-(2-methylpyrimidin-5-yl)-1H-indazole-7-carboxylic acid